5-(((1S,2S)-2-Aminocyclohexyl)(methyl)amino)-2-(2,6-dioxopiperidin-3-yl)isoindolin-1,3-dion 2,6-dinitrobenzyl-p-toluenesulfonate [N+](=O)([O-])C1=C(COS(=O)(=O)C2=CC=C(C)C=C2)C(=CC=C1)[N+](=O)[O-].N[C@@H]1[C@H](CCCC1)N(C=1C=C2C(N(C(C2=CC1)=O)C1C(NC(CC1)=O)=O)=O)C